C(C)(C)NC1=NC(=NC(=N1)NC1=CN=NC(=C1)C)C1=NC(=CC=C1)C(F)(F)F isopropyl-N'-(6-methyl-pyridazin-4-yl)-6-(6-trifluoromethyl-pyridin-2-yl)-[1,3,5]triazine-2,4-diamine